[Si](C1=CC=CC=C1)(C1=CC=CC=C1)(C(C)(C)C)OCCNC(C)C N-(2-((tert-butyldiphenylsilyl)oxy)ethyl)propan-2-amine